BrC1=C(C=C(C=C1Cl)C1(CC1)C1=NOC(=N1)CC(C(=O)O)=C)Cl ((3-(1-(4-bromo-3,5-dichlorophenyl)cyclopropyl)-1,2,4-oxadiazol-5-yl)methyl)acrylic acid